FC1=NN2C(N=CC3=C2C(CC3)(C3=NN(C=C3)C3(CC3)C)C)=C1 2-fluoro-8-methyl-8-(1-(1-methylcyclopropyl)-1H-pyrazol-3-yl)-7,8-dihydro-6H-cyclopenta[e]pyrazolo[1,5-a]pyrimidine